BrC(CC=1C(CC(C1)O[Si](C)(C)C(C)(C)C)=O)=CCCCCO[Si](C)(C)C(C)(C)C 2-(2-bromo-7-((tert-butyldimethylsilyl)oxy)hept-2-en-1-yl)-4-((tert-butyldimethylsilyl)oxy)cyclopent-2-enone